dimethyl (2R,4S)-2-acetoxy-4-(tert-butoxycarbonylamino)pentanedioate C(C)(=O)O[C@@H](C(=O)OC)C[C@@H](C(=O)OC)NC(=O)OC(C)(C)C